ClC1=CC=2N(C=C1)N=CC2C2=CC=CC(=N2)C2CN(CCC2)C(=O)OC(C)(C)C tert-butyl 3-(6-(5-chloropyrazolo[1,5-a]pyridin-3-yl)pyridin-2-yl)piperidine-1-carboxylate